methanesulfonyl-benzothiazolyl-(methylsulfonyl-benzothiazole) CS(=O)(=O)C1=CC=CC2=C1N=C(S2)C2=CC=CC1=C2N=C(S1)S(=O)(=O)C